9,10-dioxo-9,10-dihydroanthracene-2,6-diyl bis(4-(2-((4-(4-(4-bromophenyl)-1H-1,2,3-triazol-1-yl) phenyl) thio) ethyl) benzoate) BrC1=CC=C(C=C1)C=1N=NN(C1)C1=CC=C(C=C1)SCCC1=CC=C(C(=O)OC2=CC=3C(C4=CC=C(C=C4C(C3C=C2)=O)OC(C2=CC=C(C=C2)CCSC2=CC=C(C=C2)N2N=NC(=C2)C2=CC=C(C=C2)Br)=O)=O)C=C1